1'-(6-amino-5-((2-amino-3-chloropyridin-4-yl)thio)pyrazin-2-yl)spiro[chromane-4,4'-piperidin] NC1=C(N=CC(=N1)N1CCC2(CC1)CCOC1=CC=CC=C12)SC1=C(C(=NC=C1)N)Cl